N-(1-(2-chloropyrimidin-4-yl)propyl)-4-(6-ethoxypyrazin-2-yl)benzamide ClC1=NC=CC(=N1)C(CC)NC(C1=CC=C(C=C1)C1=NC(=CN=C1)OCC)=O